(4-(1-Methyl-1H-pyrrol-2-yl)-2H-1,2,3-triazole-2-carbonyl)-L-lysine CN1C(=CC=C1)C1=NN(N=C1)C(=O)N[C@@H](CCCCN)C(=O)O